N1C(NC(C2=C1SC=C2)=O)=O 1H,3H-thieno[2,3-d]pyrimidine-2,4-dione